cis-8-dimethylamino-8-(3-fluorophenyl)-3-[4-methyl-6-(trifluoromethyl)-pyridin-3-yl]-1,3-diazaspiro[4.5]decan-2-one CN(C1(CCC2(CN(C(N2)=O)C=2C=NC(=CC2C)C(F)(F)F)CC1)C1=CC(=CC=C1)F)C